FC1=C2C=C(NC2=CC=C1F)C(=O)N(C)[C@H]1COCC=2NC(C=3C=C(C=CC3C21)F)=O |r| Racemic-4,5-difluoro-N-(8-fluoro-6-oxo-1,4,5,6-tetrahydro-2H-pyrano[3,4-c]isoquinolin-1-yl)-N-methyl-1H-indole-2-carboxamide